(R/S)-acetoxyphenyl-acetic acid C(C)(=O)O[C@@H](C(=O)O)C1=CC=CC=C1 |r|